(3aR,10aR)-7-Methyl-2-(5-methyl-1,3,4-oxadiazol-2-yl)-N-(3,4,5-trifluorophenyl)-2,3,3a,4,10,10a-hexahydro-1H,7H-dipyrrolo[3,4-b:3',4'-f][1,4,5]oxathiazocin-8-carboxamid-5,5-dioxid CN1C(=C2OC[C@H]3[C@@H](NS(C2=C1)(=O)=O)CN(C3)C=3OC(=NN3)C)C(=O)NC3=CC(=C(C(=C3)F)F)F